ClC=1C=C2C(=NC(=NC2=C(C1C1=CC=C(C2=C1N=C(S2)N)F)F)OCC21CCCN1CCC2)N2CCOCC(C2)(F)F 4-(6-chloro-4-(6,6-difluoro-1,4-oxazepan-4-yl)-8-fluoro-2-((tetrahydro-1H-pyrrolizin-7a(5H)-yl)methoxy)-quinazolin-7-yl)-7-fluoro-benzo[d]thiazol-2-amine